C(C)C=1N=C2SC(=NN2C1)N 6-Ethylimidazo[2,1-b][1,3,4]thiadiazol-2-amine